5-(8-Amino-6-(trifluoromethyl)imidazo[1,2-a]pyrazin-3-yl)-2-fluoro-N-(4-(hydroxymethyl)bicyclo[2.1.1]hexan-1-yl)benzenesulfonamide trifluoroacetate salt FC(C(=O)O)(F)F.NC=1C=2N(C=C(N1)C(F)(F)F)C(=CN2)C=2C=CC(=C(C2)S(=O)(=O)NC21CCC(C2)(C1)CO)F